4-(2-octyldodecyl)-4H-dithieno[3,2-b:2',3'-d]pyrrole-2,6-dicarboxaldehyde C(CCCCCCC)C(CN1C2=C(C3=C1C=C(S3)C=O)SC(=C2)C=O)CCCCCCCCCC